3-butyl-1-(2-((2,6-dimethyl-14-octadecyldotriacontan-9-yl)oxy)ethyl)-1H-imidazol-3-ium bromide [Br-].C(CCC)[N+]1=CN(C=C1)CCOC(CCC(CCCC(C)C)C)CCCCC(CCCCCCCCCCCCCCCCCC)CCCCCCCCCCCCCCCCCC